ClC1=C(C=2N=C(N=C(C2C=N1)N1CC2CCC(C1)N2C(=O)OC(C)(C)C)OCCO)F tert-butyl 3-[7-chloro-8-fluoro-2-(2-hydroxyethoxy)pyrido[4,3-d]pyrimidin-4-yl]-3,8-diazabicyclo[3.2.1]octane-8-carboxylate